Tert-butyl (S)-(3-(isoquinolin-6-ylamino)-3-oxo-2-phenylpropyl)(2-((2-nitrophenyl)sulfonyl)-5,8,11-trioxa-2-azatridecan-13-yl)carbamate C1=NC=CC2=CC(=CC=C12)NC([C@H](CN(C(OC(C)(C)C)=O)CCOCCOCCOCCN(C)S(=O)(=O)C1=C(C=CC=C1)[N+](=O)[O-])C1=CC=CC=C1)=O